4-bromo-2-((S)-3-carboxybutanoyl)-7-chloro-6-methoxyisoindolin BrC1=C2CN(CC2=C(C(=C1)OC)Cl)C(C[C@H](C)C(=O)O)=O